1-(1-adamantyl)hexan-1-one C12(CC3CC(CC(C1)C3)C2)C(CCCCC)=O